CC1=NC(=CC(=N1)NC1=CC2=C(C=N1)C(=NN2C=2C=CC1=CN(N=C1C2)C)OCOCC[Si](C)(C)C)C N-(2,6-dimethylpyrimidin-4-yl)-1-(2-methyl-2H-indazol-6-yl)-3-((2-(trimethylsilyl)ethoxy)methoxy)-1H-pyrazolo[4,3-c]pyridin-6-amine